FC=1C(=NC(=NC1)NC1=NC=C(C=C1)CN1C[C@@](OCC1)(C)CCN1C[C@H](CC1)F)C=1C=C(C2=C(N(C(=N2)C)C(C)C)C1)F 5-fluoro-4-(4-fluoro-1-isopropyl-2-methyl-1H-benzo[d]imidazol-6-yl)-N-(5-(((R)-2-(2-((S)-3-fluoropyrrolidin-1-yl)ethyl)-2-methylmorpholino)methyl)pyridin-2-yl)pyrimidin-2-amine